[(2E,6E)-3,7,11-trimethyldodeca-2,6,10-trienyl]dodecanoate C\C(=C/COC(CCCCCCCCCCC)=O)\CC\C=C(\CCC=C(C)C)/C